O=C1[C@@H]([C@H]2CC[C@H](C1)N2C(=O)OC(C)(C)C)C(=O)OC |&1:2| 8-(tert-butyl) rac-2-methyl (1R,5R)-3-oxo-8-azabicyclo[3.2.1]octane-2,8-dicarboxylate